Octadecyl phosphate potassium salt [K+].P(=O)(OCCCCCCCCCCCCCCCCCC)([O-])[O-].[K+]